3-(2-oxo-5-(1-(piperidin-4-ylmethyl)piperidin-4-yl)benzo[cd]indol-1(2H)-yl)piperidine-2,6-dione O=C1N(C2=CC=CC=3C2=C1C=CC3C3CCN(CC3)CC3CCNCC3)C3C(NC(CC3)=O)=O